C(C)(C)(C)C1=CC=C(C=C1)C(CNC(=O)C=1OC2=CC(=CC=C2C(C1)=O)C)N1CCCC1 N-[2-(4-tert-butylphenyl)-2-(1-pyrrolidinyl)ethyl]-7-methyl-4-oxo-4H-chromene-2-carboxamide